BrC1=CC=CC=2C(CCS(C21)(=O)=O)(F)F 8-bromo-4,4-difluoro-3,4-dihydro-2H-1λ6-benzothiopyran-1,1-dione